O1C=CC=C2C(C=CC=C12)=O 5H-chromen-5-one